OC1=C(C(=CC(=C1)OC)OC)C(C=CC1=CC=C(C=C1)OCC=C)=O 1-(2-Hydroxy-4,6-dimethoxyphenyl)-3-(4-prop-2-enoxyphenyl)prop-2-en-1-one